C(#N)C=1C(=CC(=NC1N1[C@H](CC1)C)C=1C=NN(C1)C1C(CN(CC1)C(=O)OC(C)(C)C)O)C(F)(F)F tert-butyl 4-[4-[5-cyano-6-[(2S)-2-methylazetidin-1-yl]-4-(trifluoromethyl)-2-pyridyl]pyrazol-1-yl]-3-hydroxy-piperidine-1-carboxylate